CC1=CC=CC(=N1)C1=NC=C(C=C1)C=1C=C(C=C(C1)C=1C2=CC=CC=C2C=2C=CC=CC2C1)C1=NC(=NC(=N1)C1=CC=CC=C1)C1=CC=CC=C1 2-[3-(6'-methyl-[2,2'-bipyridin]-5-yl)-5-(9-phenanthryl)phenyl]-4,6-diphenyl-1,3,5-triazine